N-(3-(dimethylamino)propyl)-3-(pyren-1-yl)propanamide CN(CCCNC(CCC1=CC=C2C=CC3=CC=CC4=CC=C1C2=C34)=O)C